ClC=1C(=CC(=C(OC=2C(=NC(=NC2)N[C@@H](C)C23OCC(CO2)(CO3)C)N)C1)C(C)C)OC 5-(5-Chloro-2-isopropyl-4-methoxy-phenoxy)-N2-[(S)-1-(4-methyl-2,6,7-trioxa-bicyclo[2.2.2]oct-1-yl)-ethyl]-pyrimidine-2,4-diamine